OC=1C=CC(=NC1OC)C(CN1C[C@@H]2[C@H](C1)CC(C2)OC2=CC=C(C=C2)OC)=O 1-(5-hydroxy-6-methoxypyridin-2-yl)-2-((3aR,5s,6aS)-5-(4-methoxyphenoxy)hexahydrocyclopenta[c]pyrrol-2(1H)-yl)ethanone